ClC1=NC=C(C(=C1)C1=C(C=NC(=C1)C)C(=O)NC=1SC2=C(N1)CN(C2)C(C2=CC(=CC=C2)C(F)F)=O)OC 2'-Chloro-N-(5-(3-(difluoromethyl)benzoyl)-5,6-dihydro-4H-pyrrolo[3,4-d]thiazol-2-yl)-5'-methoxy-6-methyl-[4,4'-bipyridine]-3-carboxamide